C12(CC(C1)C2)NC(C(CCCC(F)(F)F)NC(OC(C)(C)C)=O)=O tert-butyl (1-(bicyclo[1.1.1]pentan-1-ylamino)-6,6,6-trifluoro-1-oxohexan-2-yl)carbamate